2,3-bis(methoxymethoxy)benzaldehyde COCOC1=C(C=O)C=CC=C1OCOC